calcium glucuronate calcium gluconate O=C([C@H](O)[C@@H](O)[C@H](O)[C@H](O)CO)[O-].[Ca+2].O=C[C@H](O)[C@@H](O)[C@H](O)[C@H](O)C(=O)[O-].[Ca+2]